NC1=CC=C(C=C1)C1=NN(C(=C1C(N)=O)NC1=CC=CC(=N1)C(=O)N)C(C)(C)C 6-((3-(4-aminophenyl)-1-(tert-butyl)-4-carbamoyl-1H-pyrazol-5-yl)amino)picolinamide